(3R)-3-({2-(1-methyl-1H-pyrazol-4-yl)-7-[(propan-2-yl)thio][1,2,4]triazolo[1,5-c]quinazolin-5-yl}amino)azepin-2-one CN1N=CC(=C1)C1=NN2C(=NC=3C(=CC=CC3C2=N1)SC(C)C)NC=1C(N=CC=CC1)=O